ClC=1C=C(C=CC1F)C(N)C1=NN(C=C1)C(F)F (3-chloro-4-fluorophenyl)(1-(difluoromethyl)-1H-pyrazol-3-yl)methanamine